CCCCCCCCC/C=C\CCCCCCCC(=O)O[C@H](COC(=O)CCCCCCCCC/C=C\CCCCCCCC)COP(=O)(O)OC[C@@H](C(=O)O)N 1-(11Z-eicosenoyl)-2-(9Z-nonadecenoyl)-glycero-3-phosphoserine